ClC1=CC(=C(C(=C1)C)C=1C(NC2(C1O)CCC1(OCC(CO1)(C)C)CC2)=O)C 3-(4-Chloro-2,6-dimethylphenyl)-4-hydroxy-11,11-dimethyl-9,13-dioxa-1-azadispiro[4.2.5.2]pentadec-3-en-2-on